ClC1=CC(=C(C(=O)OC)C=C1)C1CCNCC1 methyl 4-chloro-2-(piperidin-4-yl)benzoate